4a-(3,5-Dimethoxyphenyl)-5-fluoro-2,2-dimethyl-1,2,4,4a-tetrahydro-3H-pyrimido[1,2-a]quinolin-3-one COC=1C=C(C=C(C1)OC)C12N(C3=CC=CC=C3C=C1F)CC(C(N2)=O)(C)C